FC(C1=NN2C(N=C(C=C2NC[C@@H](C2=CC=C(C=C2)F)N2C[C@@](CC2)(O)C)C(F)(F)F)=C1)(F)F (R)-1-((R)-2-((2,5-bis(trifluoromethyl)pyrazolo[1,5-a]pyrimidin-7-yl)amino)-1-(4-fluorophenyl)ethyl)-3-methylpyrrolidin-3-ol